2-(1-methyl-1H-1,2,4-triazol-5-ylmethoxy)pyrazolo[1,5-d][1,2,4]triazine CN1N=CN=C1COC1=NN2C=NN=CC2=C1